CC(C)C(CCC(CCCC)C)C 2,3,6-trimethyl-decane